C1(=CC(C(C=C1)(C(=O)O)C(=O)O)C(=O)O)C1=CC(=CC=C1)C(=O)O 3,3',4,4-biphenyl-tetracarboxylic acid